calcium bisnonylnaphthalenesulfonate C(CCCCCCCC)C=1C(=C(C2=CC=CC=C2C1)S(=O)(=O)[O-])CCCCCCCCC.[Ca+2].C(CCCCCCCC)C=1C(=C(C2=CC=CC=C2C1)S(=O)(=O)[O-])CCCCCCCCC